methyl 2-[(3S)-1-{2-ethyl-6-[5-(hydroxymethyl)-1-methyl-1H-1,2,3-triazol-4-yl]pyridin-3-yl}pyrrolidin-3-yl]acetate C(C)C1=NC(=CC=C1N1C[C@@H](CC1)CC(=O)OC)C=1N=NN(C1CO)C